ClC1=CC(=NC=N1)Cl Dichloropyrimidine